IC1=NC=CC=C1 2-iodopyridine